(4-(3-(4-(2-(4-(3-(4-{2-(2,6-dioxopiperidin-3-yl)-1,3-dioxoisoindolin-5-yl}piperidin-1-yl)propyl)piperazin-1-yl)ethoxy)phenoxy)-6-hydroxybenzo[b]thiophen-2-yl)phenyl)boronic acid O=C1NC(CCC1N1C(C2=CC=C(C=C2C1=O)C1CCN(CC1)CCCN1CCN(CC1)CCOC1=CC=C(OC=2C3=C(SC2C2=CC=C(C=C2)B(O)O)C=C(C=C3)O)C=C1)=O)=O